CS(=O)(C)=NC=1C=CC(=NC1)N1N=CN=C1[C@H](C)N(C(C1=CC(=CC(=C1)C(F)(F)F)C(F)(F)F)=O)C (S)-N-(1-(1-(5-((dimethyl(oxo)-λ6-sulfaneylidene)amino)pyridin-2-yl)-1H-1,2,4-triazol-5-yl)ethyl)-N-methyl-3,5-bis(trifluoromethyl)benzamide